C1(=NC=CC2=CC=CC=C12)C1=CC(=CC=C1)C1=NC=CC2=CC=CC=C12 1,3-bis(1-isoquinolyl)benzene